2-acrylamido-n-butenesulfonic acid C(C=C)(=O)NC(=CS(=O)(=O)O)CC